CC(C#CC=1C=C(C=C2C(=NNC12)N)C1=CC(=NC=C1)NCCOC)(C)C 7-(3,3-Dimethylbut-1-yn-1-yl)-5-(2-((2-methoxyethyl)amino)pyridin-4-yl)-1H-indazol-3-amine